1-cyclopropyl-3-(4-fluorophenyl)-2,4-dioxo-N-[4-[(6-piperazin-1-yl-1,7-naphthyridin-4-yl)oxy]phenyl]pyrimidine-5-carboxamide hydrochloride Cl.C1(CC1)N1C(N(C(C(=C1)C(=O)NC1=CC=C(C=C1)OC1=CC=NC2=CN=C(C=C12)N1CCNCC1)=O)C1=CC=C(C=C1)F)=O